OC=1C=C(C(=O)[O-])C=CC1 3-hydroxyl-benzoic acid anion